Dibenzyl [3-[2-(dimethylamino)ethyl]-1H-indol-4-yl] phosphate P(=O)(OCC1=CC=CC=C1)(OCC1=CC=CC=C1)OC1=C2C(=CNC2=CC=C1)CCN(C)C